2-(6-chloro-1-methoxy-2,7-naphthyridin-4-yl)propan-2-amine ClC=1C=C2C(=CN=C(C2=CN1)OC)C(C)(C)N